C(C)(=O)NC1=CC=C(C(=N1)C(=O)N[C@@H]1[C@H](CCC1)C(OC1=CC=C(C=C1)F)([2H])[2H])N1N=CC=N1 6-acetamido-N-[(1S,2S)-2-[dideuterio-(4-fluorophenoxy)methyl]cyclopentyl]-3-(triazol-2-yl)pyridine-2-carboxamide